C(C=C)(=O)OC(COC1=CC=C(C=C1)Cl)CSC1=CC=CC=C1 1-(4-chlorophenoxy)-3-(phenylthio)propan-2-yl acrylate